1-[4-chloro-5-methoxy-6-(morpholin-4-yl)pyrimidin-2-yl]-2-methylpropan ClC1=NC(=NC(=C1OC)N1CCOCC1)CC(C)C